[Cl-].C(=N)N formamidine Chloride